3-[1-[(6-chloropyridin-3-yl)methyl]-4-fluoro-benzoimidazol-2-yl]-4-methyl-1,2,5-oxadiazole ClC1=CC=C(C=N1)CN1C(=NC2=C1C=CC=C2F)C2=NON=C2C